C(CCCCC)C1=CC=C2C=CC=C(C2=C1)S(=O)(=O)O 7-hexyl-1-naphthalensulfonic acid